C(C1=CC=CC=C1)[C@H]1[C@H]2CC[C@@H](CN1C1=CC(=CC(N1)=O)N1CCOCC1)C2 6-((1S,2S,5R)-2-benzyl-3-azabicyclo[3.2.1]octan-3-yl)-4-morpholinopyridin-2(1H)-one